(1R,2R)-2-(3-chlorophenyl)-N-(6-(((6-cyclopropylimidazo[1,2-a]pyridin-2-yl)methyl)amino)pyrimidin-4-yl)cyclopropane-1-carboxamide ClC=1C=C(C=CC1)[C@H]1[C@@H](C1)C(=O)NC1=NC=NC(=C1)NCC=1N=C2N(C=C(C=C2)C2CC2)C1